1,3-butylene glycol monocaprylate C(CCCCCCC)(=O)O.C(CC(C)O)O